8-bromo-2-toluenesulfonyl-2,3-dihydroisoquinoline 7-deuteromethyl-3'-methoxyguanosine-5'-diphosphate P([O-])(=O)(OP(=O)(O)O)OC[C@@H]1[C@]([C@H]([C@@H](O1)N1C=[N+](C=2C(=O)NC(N)=NC12)C[2H])O)(O)OC.BrC1=CC=CC2=CCN(C=C12)S(=O)(=O)CC1=CC=CC=C1